NC(CC1=CC=2N=C(N=C(C2O1)NCC1=CC=NC=C1)Cl)C 6-(2-aminopropyl)-2-chloro-N-(pyridin-4-ylmethyl)furo[3,2-d]pyrimidin-4-amine